OCCN1CC(CC1)C1=CC=C(C=C1)C1=NNC2=C1N=C(N=C2)N2[C@@H](CN(C[C@@H]2C)C(=O)OC)C Methyl (3R,5S)-4-(3-(4-(1-(2-hydroxyethyl)pyrrolidin-3-yl)phenyl)-1H-pyrazolo[4,3-d]pyrimidin-5-yl)-3,5-dimethylpiperazine-1-carboxylate